2,5-dioxopyrrolidin-1-yl 3-(2-((tert-butoxycarbonyl)amino)ethoxy)propanoate C(C)(C)(C)OC(=O)NCCOCCC(=O)ON1C(CCC1=O)=O